6-(3,5-difluoroanilino)-N-(2,2-dimethylpropyl)-2-methyl-[1,3]dioxolo[4,5-c]pyridine-4-carboxamide FC=1C=C(NC2=CC3=C(C(=N2)C(=O)NCC(C)(C)C)OC(O3)C)C=C(C1)F